BrC1=CC=C(C(=C1C)C=1C(=CC=C(C1C)Br)N)N 5,5'-dibromo-6,6'-dimethyl-[1,1'-biphenyl]-2,2'-diamine